BrC=1C=CC2=C(C1)COC1=NC(=CC=C12)NC1CC2CCC(C1)N2C(=O)OC(C)(C)C tert-butyl (exo)-3-({8-bromo-6H-isochromeno[3,4-b]pyridin-3-yl}amino)-8-azabicyclo[3.2.1]octane-8-carboxylate